FC(C1=C(C=CC(=C1)F)C)F 2-(Difluoromethyl)-4-fluoro-1-methylbenzene